NC[C@H](CC=1C(=C2C=NN(C2=CC1)S(=O)(=O)C1=CC=C(C=C1)C)C)N(C)C [(2S)-1-amino-3-[4-methyl-1-(4-methylbenzenesulfonyl)-1H-indazol-5-yl]propan-2-yl]dimethylamine